(R)-2-((S)-4-(3-amino-6-bromo-5-fluoropyridin-2-yl)piperazin-2-yl)-3-methylbutan-2-ol NC=1C(=NC(=C(C1)F)Br)N1C[C@H](NCC1)[C@@](C)(C(C)C)O